BrC1=CC=C(N=N1)OC1=CC=C(C=C1)C(C=CC1=CC=C(C=C1)Cl)=O 1-(4-((6-bromopyridazin-3-yl)oxy)phenyl)-3-(4-chlorophenyl)prop-2-en-1-one